C1(=CC=CC=C1)S(=O)(=O)N1C=C(C2=CC=C(C=C12)C1=CN(C(=C1)C#N)C)C1=NC(=NC=C1C(F)(F)F)N[C@@H]1CN(CCC1)C(=O)OC(C)(C)C tert-butyl (3S)-3-[[4-[1-(benzenesulfonyl)-6-(5-cyano-1-methyl-pyrrol-3-yl) indol-3-yl]-5-(trifluoromethyl)pyrimidin-2-yl]amino]piperidine-1-carboxylate